NC1=NC=CC(=C1)OC=1C=C2C=CN(C2=CC1OCCOC)C(=O)NC 5-[(2-aminopyridin-4-yl)oxy]-6-(2-methoxyethoxy)-N-methyl-1H-indole-1-carboxamide